C(#C)C1=CC=C(C=C1)C1CO1 2-(4-ethynylphenyl) ethylene oxide